2-((4-(6-((4-Cyano-2-fluorobenzyl)oxy)pyridin-2-yl)piperidin-1-yl)methyl)-4-methoxy-1-(thiazol-5-ylmethyl)-1H-benzo[d]imidazole-6-carboxylic acid C(#N)C1=CC(=C(COC2=CC=CC(=N2)C2CCN(CC2)CC2=NC3=C(N2CC2=CN=CS2)C=C(C=C3OC)C(=O)O)C=C1)F